benzyl ((3S,7R)-7-methyl-2-oxoazepan-3-yl)carbamate C[C@@H]1CCC[C@@H](C(N1)=O)NC(OCC1=CC=CC=C1)=O